rac-2-amino-1-(3-(5-(piperidin-1-ylmethyl)-5,6-dihydro-1,4,2-dioxazin-3-yl)piperidin-1-yl)ethan-1-one NCC(=O)N1CC(CCC1)C1=NOCC(O1)CN1CCCCC1